C1(=CC=CC=C1)S(=O)(=O)NC=1C=C(C=NC1)C=1C=CC=2N(C1)C=CN2 6-[5-[(phenylsulfonyl)amino]-3-pyridinyl]-imidazo[1,2-a]pyridine